S-methyl-benzyl-tetradecylsulfonium chloride salt [Cl-].C[S+](CCCCCCCCCCCCCC)CC1=CC=CC=C1